carbamoylmethyl-nicotinamide C(N)(=O)CC1=C(C(=O)N)C=CC=N1